(R)-1-(benzo[d][1,3]dioxol-5-yl)-N-methylbutan-2-amine O1COC2=C1C=CC(=C2)C[C@@H](CC)NC